(3R)-1-{2-[1-(cyclopropylmethyl)-6-[4-(1H-pyrazol-1-yl)piperidin-1-yl]-1H-indol-2-yl]-3-methylpyrazolo[1,5-a]pyridine-6-carbonyl}piperidin-3-amine C1(CC1)CN1C(=CC2=CC=C(C=C12)N1CCC(CC1)N1N=CC=C1)C1=NN2C(C=CC(=C2)C(=O)N2C[C@@H](CCC2)N)=C1C